[Si](C)(C)(C(C)(C)C)NC(CC1=CC=CC=C1)C N-[Tert-butyl(dimethyl)silyl]-1-phenylpropan-2-amine